Pentadecafluoro-n-octyl Acrylate C(C=C)(=O)OCC(C(C(C(C(C(C(F)(F)F)(F)F)(F)F)(F)F)(F)F)(F)F)(F)F